FC(C=1C2(C=CC(C1C(F)(F)F)(C2(C)C)C)C)(F)F 2,3-di-(trifluoromethyl)-1,4,7,7-tetramethyl-2,5-norbornadiene